(R)-N-(6-ethoxy-2-methyl-2H-indazol-5-yl)-5-(3-(ethylamino)pyrrolidin-1-yl)pyrazine-2-carboxamide C(C)OC=1C(=CC2=CN(N=C2C1)C)NC(=O)C1=NC=C(N=C1)N1C[C@@H](CC1)NCC